1,3,4-triphenyl-5-methoxy-1,2,4-triazoline C1(=CC=CC=C1)N1N=C(N(C1OC)C1=CC=CC=C1)C1=CC=CC=C1